BrC1=CC2=C(N=CC[C@H](N2)C)N=C1 (R)-8-bromo-2-methyl-2,3-dihydro-1H-pyrido[2,3-b][1,4]diazepine